NC1CCN(CC1)C1=CC=C(C=C1)C1=C(C(=CC=C1)C(=O)N[C@@H](C=1NC2=CC=CC=C2C1)C1=C(C=CC(=C1)F)O)C (R)-4'-(4-aminopiperidin-1-yl)-N-((5-fluoro-2-hydroxyphenyl)(1H-indol-2-yl)methyl)-2-methyl-[1,1'-biphenyl]-3-carboxamide